(-)-(s)-1,8-p-menthadien-7-ol C1(=CC[C@H](CC1)C(=C)C)CO